3-(methylamino)propan-2-ol CNCC(C)O